(2,2,2-trifluoroethylidene)bicyclo[2.2.1]heptane FC(C=C1C2CCC(C1)C2)(F)F